gallium-aluminum oxide [O-2].[Al+3].[Ga+3].[O-2].[O-2]